The molecule is conjugate base of sophoraflavanone B arising from deprotonation of the 7-hydroxy group. It is a conjugate base of a sophoraflavanone B. CC(=CCC1=C(C=C(C2=C1O[C@@H](CC2=O)C3=CC=C(C=C3)O)O)[O-])C